2-amino-4,6,8-trisulfonaphthothiazole NC=1SC2=C(N1)C1=CC(=CC(=C1C=C2S(=O)(=O)O)S(=O)(=O)O)S(=O)(=O)O